COC(=O)[C@H]1[C@H](C(CC1)=O)CCCCC (1R)-cis-3-oxo-2-pentylcyclopentanecarboxylic acid methyl ester